5-(5-bromo-3-nitropyridin-2-yl)-2-methylthiophene-3-carboxylic acid ethyl ester C(C)OC(=O)C1=C(SC(=C1)C1=NC=C(C=C1[N+](=O)[O-])Br)C